FC(C1=NN=C(S1)N1N=CC2=C(C=C(C=C12)S(=O)(=O)NC1(CC1)C#N)C1=NC=NC=C1)F 1-[({1-[5-(difluoromethyl)(1,3,4-thiadiazol-2-yl)]-4-pyrimidin-4-yl-1H-indazol-6-yl}sulfonyl)amino]cyclopropanecarbonitrile